1-(6Z,9Z,12Z,15Z-octadecatetraenoyl)-2-heptadecanoyl-glycero-3-phosphocholine CCCCCCCCCCCCCCCCC(=O)O[C@H](COC(=O)CCCC/C=C\C/C=C\C/C=C\C/C=C\CC)COP(=O)([O-])OCC[N+](C)(C)C